C1(CC1)NC1CCN(CC1)C=1C=2N(C(=CC1)C(=O)NC=1C=C(C=3N(C1)C=C(N3)C)F)N=C(C2)C 4-[4-(cyclopropylamino)-1-piperidyl]-N-(8-fluoro-2-methyl-imidazo[1,2-a]pyridin-6-yl)-2-methyl-pyrazolo[1,5-a]pyridine-7-carboxamide